(Sa)-6-(4-Chloro-1-((R)-1-(3'-cyano-5'-methoxy-[1,1'-biphenyl]-4-yl)ethyl)-1H-indazol-7-carboxamido)spiro[3.3]heptan ClC1=C2C=NN(C2=C(C=C1)C(=O)NC1CC2(CCC2)C1)[C@H](C)C1=CC=C(C=C1)C1=CC(=CC(=C1)OC)C#N